FC1(CCC(CC1)CC(=O)O[C@H]1[C@H](NC[C@@H]1O)CC1=CC=C(C=C1)OC)F (2R,3S,4S)-4-hydroxy-2-[(4-methoxyphenyl)methyl]pyrrolidin-3-yl 2-(4,4-difluorocyclohexyl)acetate